((S)-6-(2-Chloro-3-fluorophenyl)-2-oxa-7-azaspiro[3.5]nonan-7-yl)-N-((R,E)-4-(methylsulfonyl)but-3-en-2-yl)pyrazine-2-carboxamide ClC1=C(C=CC=C1F)[C@@H]1CC2(COC2)CCN1C=1C(=NC=CN1)C(=O)N[C@H](C)\C=C\S(=O)(=O)C